O=C(/C=C/C=1C=C(OC(C(=O)O)C)C=CC1)C1=CC=C(C=C1)N1CCCCC1 2-[3-[(E)-3-Oxo-3-(4-piperidin-1-ylphenyl)prop-1-enyl]phenoxy]propanoic acid